(S)-2-amino-N-((S)-3-oxo-1-((S)-2-oxopyrrolidin-3-yl)-4-(2,3,5,6-tetrafluorophenoxy)butan-2-yl)-3-(pyridin-2-yl)propanamide hydrochloride Cl.N[C@H](C(=O)N[C@@H](C[C@H]1C(NCC1)=O)C(COC1=C(C(=CC(=C1F)F)F)F)=O)CC1=NC=CC=C1